3-((2-carboxy-2-((2-hydroxybenzylidene)amino)ethyl)disulfaneyl)-2-((2-hydroxybenzylidene)amino)propanoic acid C(=O)(O)C(CSSCC(C(=O)O)N=CC1=C(C=CC=C1)O)N=CC1=C(C=CC=C1)O